1-phenyl-3-methoxypropan-2-one C1(=CC=CC=C1)CC(COC)=O